ClC=1C=C(C(=O)N[C@@H](C)C2=NC(=NN2C=2SC(=CN2)C(=O)N(C)C)C)C=C(C1)CC#N 2-(5-{(1S)-1-[3-Chloro-5-(cyanomethyl)benzamido]ethyl}-3-methyl-1H-1,2,4-triazol-1-yl)-N,N-dimethyl-1,3-thiazole-5-carboxamide